8-phenyl-[1,2,4]triazolo[1,5-a]pyridine-2-carboxylic acid methyl ester COC(=O)C1=NN2C(C(=CC=C2)C2=CC=CC=C2)=N1